C(C)(C)(C)N/C(/S(=O)(=O)C1=CC=CC=C1)=N/C1=CC(=NC=C1)C(=O)N 4-[(Z)-[(tert-butylamino)-phenylsulfonyl-methylene]amino]pyridine-2-carboxamide